OC(C)(C)[C@@H]1CN(CCC1)C=1C=CC(=NC1)NC=1C2=C(C(=NC1)C1=C3C(=NC=C1)N(C=C3)C)CNC2=O 7-[[5-[(3S)-3-(1-hydroxy-1-methyl-ethyl)-1-piperidyl]-2-pyridyl]amino]-4-(1-methylpyrrolo[2,3-b]pyridin-4-yl)-2,3-dihydropyrrolo[3,4-c]pyridin-1-one